2,8-dimethyl-4-methylenenona-2,7-diene CC(C)=CC(CCC=C(C)C)=C